FC=1C=C(C=CC1OC)C=1C=C2C(=NC(=NC2=CC1)OCC1CCNCC1)C1=CC=C(C#N)C=C1 4-(6-(3-fluoro-4-methoxyphenyl)-2-(piperidin-4-ylmethoxy)quinazolin-4-yl)benzonitrile